3-((tert-butyldimethylsilyl)oxy)-5'-chlorospiro[cyclobutane-1,3'-indol]-2'-one [Si](C)(C)(C(C)(C)C)OC1CC2(C(NC3=CC=C(C=C23)Cl)=O)C1